2,6-di-tert-butyl-4-nitro-phenol C(C)(C)(C)C1=C(C(=CC(=C1)[N+](=O)[O-])C(C)(C)C)O